2-(7-{[(3R)-1-ethylpiperidin-3-yl]amino}pyrazolo[1,5-d][1,2,4]triazin-4-yl)-5-methylphenol C(C)N1C[C@@H](CCC1)NC1=NN=C(C=2N1N=CC2)C2=C(C=C(C=C2)C)O